2,2'-bis(hydroxyphenyl)methane C1=CC=C(C(=C1)CC2=CC=CC=C2O)O